ClC=1C=C(C=CC1F)NC(N(C=1C=NC(=NC1)OC)CC1=NNC(=C1C(C)(C)O)C(F)F)=O 3-(3-chloro-4-fluorophenyl)-1-((5-(difluoromethyl)-4-(2-hydroxyprop-2-yl)-1H-pyrazol-3-yl)methyl)-1-(2-methoxypyrimidin-5-yl)urea